FC(C1(CN(N2C1N=CC=C2)C2CCN(CC2)CCCCC2CCNCC2)C(=O)N)F 3-(difluoromethyl)-1-(1-(4-(piperidin-4-yl)butyl)piperidin-4-yl)-1H-pyrazolo[1,5-a]pyrimidine-3-carboxamide